OC1=CC(=C(C(=C1)C)N1CC(C1)CC1CCN(CC1)C(=O)OC(C)(C)C)C tert-butyl 4-[[1-(4-hydroxy-2,6-dimethyl-phenyl)azetidin-3-yl]methyl]piperidine-1-carboxylate